C1=CCC=C2CCC3C4CCC(C4CCC3C12)C(=O)[O-] 6,7,8,9,10,11,12,13,14,15,16,17-dodecahydro-3H-cyclopenta[a]phenanthrene-17-carboxylate